ethyl 2-[(1S,4S)-2-oxa-5-azabicyclo[2.2.1]heptan-5-yl]pyrrolo[1,2-a]pyrimidine-8-carboxylate [C@@H]12OC[C@@H](N(C1)C1=NC=3N(C=C1)C=CC3C(=O)OCC)C2